OC[C@H](C)NC(=O)C=1C(N(N=C(C1)C1=CC=C(C=C1)C(F)(F)F)C=1C=NNC1)=O N-[(2S)-1-Hydroxypropan-2-yl]-3-oxo-2-(1H-pyrazol-4-yl)-6-[4-(trifluoromethyl)phenyl]-2,3-dihydropyridazine-4-carboxamide